N1N=NC(=C1)CCCNC=1C2=C(N=C(N1)CC)SC(=C2)C N-(3-(1H-1,2,3-triazol-4-yl)propyl)-2-ethyl-6-methylthieno[2,3-d]pyrimidin-4-amine